CN1N=CC(=C1)C1=CC=C2C(=NC=NC2=C1)N1[C@H](CNCC1)C1=CC=CC=C1 (S)-7-(1-methyl-1H-pyrazol-4-yl)-4-(2-phenylpiperazin-1-yl)quinazoline